4-((4-((4-(2,4-difluorophenyl)piperidin-1-yl)methyl)benzyl)oxy)-2-(2,6-dioxopiperidin-3-yl)isoindoline-1,3-dione FC1=C(C=CC(=C1)F)C1CCN(CC1)CC1=CC=C(COC2=C3C(N(C(C3=CC=C2)=O)C2C(NC(CC2)=O)=O)=O)C=C1